CC1(CC=2C(=NC(=CC2)N2CCOCC2)O1)CO (2-methyl-6-morpholino-2,3-dihydrofuro[2,3-b]pyridin-2-yl)methanol